1,3-propanediol monoundecylenate C(CCCCCCCCC=C)(=O)OCCCO